benzyl 4-(3-((methylsulfonyl)oxy)propyl)benzoate CS(=O)(=O)OCCCC1=CC=C(C(=O)OCC2=CC=CC=C2)C=C1